OCCN(CCS(=O)(=O)O)CCO 2-(bis(2-hydroxy-ethyl)amino)ethanesulfonic acid